3-(2,3-dihydrobenzofuran-7-yl)-4-methyl-1H-pyrazol-5-amine O1CCC2=C1C(=CC=C2)C2=NNC(=C2C)N